C(C)OC(=O)C=1C=CN2C=C(C(=C2C1)COCCC)C1=CC=CC=C1 phenyl-(propoxy)methylindolizine-7-carboxylic acid ethyl ester